2,2-dimethyl-3-(m-tolyl)propanal CC(C=O)(CC=1C=C(C=CC1)C)C